C(C)C(CC1=C(C=C(S1)C1=C2C(SC(=C2)[Sn](C)(C)C)=C(C2=C1SC(=C2)[Sn](C)(C)C)C=2SC(=C(C2)F)CC(CCCC)CC)F)CCCC (4,8-bis(5-(2-ethylhexyl)-4-fluorothiophene-2-yl)benzo[1,2-b:4,5-b']dithiophene-2,6-diyl)bis(trimethylstannane)